FC=1C=C(CN2C(=NC3=NC=C(C=C32)N3C=CC=2N=CN=C(C23)OC)C)C=CC1 1-(3-fluorobenzyl)-6-(4-methoxy-5H-pyrrolo[3,2-d]pyrimidin-5-yl)-2-methyl-1H-imidazo[4,5-b]pyridine